ClC1=C(C=C(S1)S(=O)(=O)NC(NC1=C(C=C(C=C1C(C)C)F)C(C)C)=O)C(C)(C)O 5-chloro-N-(4-fluoro-2,6-diisopropylphenyl-carbamoyl)-4-(2-hydroxypropan-2-yl)thiophene-2-sulfonamide